N-ethyl-5-fluoro-2-[1-methyl-5-(pyrrolidin-3-yl)-1H-pyrazolo[4,3-b]pyridin-7-yl]-N-isopropylbenzamide C(C)N(C(C1=C(C=CC(=C1)F)C1=C2C(=NC(=C1)C1CNCC1)C=NN2C)=O)C(C)C